3-hydroxybenzoyl chloride OC=1C=C(C(=O)Cl)C=CC1